N-[3-(trifluoromethyl)phenyl]thiourea C1=CC(=CC(=C1)NC(=S)N)C(F)(F)F